O=C1NC(CC[C@@H]1N1C(C2=CC=C3C(=C2C1)OCC31CCN(CC1)C(=O)C1CCN(CC1)C(=O)O)=O)=O (S)-4-(7-(2,6-dioxopiperidin-3-yl)-6-oxo-7,8-dihydro-2H,6H-spiro[furo[2,3-e]isoindole-3,4'-piperidine]-1'-carbonyl)piperidine-1-carboxylic acid